1-(hex-3-en-1-yloxy)dodeca-1,10-diene C(CC=CCC)OC=CCCCCCCCC=CC